(R)-(6-hydroxy-2-(4-hydroxyphenyl)benzo[b]thiophen-3-yl)(4-((1-propylpyrrolidin-3-yl)oxy)phenyl)methanone OC=1C=CC2=C(SC(=C2C(=O)C2=CC=C(C=C2)O[C@H]2CN(CC2)CCC)C2=CC=C(C=C2)O)C1